(R)-1-(benzo[d]isoxazol-3-yl)ethane-1-sulfonamide tert-Butyl-N-[4-cyano-5-[4-[2-[[3-(3,3-difluorocyclopentyl)isoxazol-5-yl]amino]-2-oxo-ethyl]phenyl]-2-isopropyl-pyrazol-3-yl]carbamate C(C)(C)(C)OC(NC=1N(N=C(C1C#N)C1=CC=C(C=C1)CC(=O)NC1=CC(=NO1)C1CC(CC1)(F)F)C(C)C)=O.O1N=C(C2=C1C=CC=C2)[C@@H](C)S(=O)(=O)N